CC1=CC2=C(NCCOC2)C=C1 7-methyl-1,2,3,5-tetrahydrobenzo[E][1,4]oxazepine